5-[4-{[(3-Methyloxetan-3-yl)methyl]amino}-3-(trifluoromethyl)phenyl]-3,6-dihydro-2H-1,3,4-oxadiazin-2-on CC1(COC1)CNC1=C(C=C(C=C1)C1=NNC(OC1)=O)C(F)(F)F